di-butadiene iminoglutarate (Disuccinimidyl-glutarate) C1(CCC(N1C(CC(=O)O)(CC(=O)O)N1C(CCC1=O)=O)=O)=O.N=C(C(=O)O)CCC(=O)O.C=CC=C.C=CC=C